N1=CNC=2C1=CC1=C(NCCNC1=O)C2 5,6,7,8-tetrahydroimidazo[4',5':4,5]benzo[1,2-e][1,4]diazepin-9(3H)-one